N2,N2,N6,N6-tetrakis(2-methoxyethyl)-4-(3-methoxypiperidin-1-yl)-8-(4-methoxypiperidin-1-yl)pyrimido[5,4-d]pyrimidine-2,6-diamine COCCN(C=1N=C(C2=C(N1)C(=NC(=N2)N(CCOC)CCOC)N2CCC(CC2)OC)N2CC(CCC2)OC)CCOC